Cl.CC=1N=CSC1C1=CC=C(C=C1)[C@H](C)NC(=O)C1NCCC1 N-((S)-1-(4-(4-methylthiazol-5-yl)phenyl)ethyl)pyrrolidine-2-carboxamide hydrochloride